CC1=C(N=C(N1)C1=C(C=CC(=C1)C)O)C dimethyl-2-(2-hydroxy-5-methylphenyl)imidazole